1-((1-methoxycyclopropyl)methyl)-1H-indole COC1(CC1)CN1C=CC2=CC=CC=C12